6-chloro-4-((4-methoxybenzyl)amino)nicotinic acid ClC1=NC=C(C(=O)O)C(=C1)NCC1=CC=C(C=C1)OC